BrC1=CC=2C(=NC=C(C2S1)C#N)N1C[C@@H](CCC1)N1C(N(CC1)C)=O (R)-2-bromo-4-(3-(3-methyl-2-oxoimidazolin-1-yl)piperidin-1-yl)thieno[3,2-c]pyridine-7-carbonitrile